CC=1N=C(C2=C(N1)N=CC=C2)N 2-methylpyrido[2,3-d]pyrimidin-4-amine